(2R,4s,6S)-6-(4-(4-cyclopropyl-3-oxopiperazine-1-carbonyl)phenyl)-7-((5-methoxy-7-methyl-1H-indol-4-yl)methyl)-7-azaspiro[3.5]nonane-2-carbonitrile C1(CC1)N1C(CN(CC1)C(=O)C1=CC=C(C=C1)[C@@H]1CC2(CC(C2)C#N)CCN1CC1=C2C=CNC2=C(C=C1OC)C)=O